(R)-8-(2,4-difluorophenyl)-3-methyl-6-(5-(1-methyl-1H-pyrazol-4-yl)-4-oxa-7-azaspiro[2.5]octan-7-yl)-2-(trifluoromethyl)pyrimido[5,4-d]pyrimidin-4(3H)-one FC1=C(C=CC(=C1)F)C1=NC(=NC2=C1N=C(N(C2=O)C)C(F)(F)F)N2C[C@H](OC1(CC1)C2)C=2C=NN(C2)C